C(C)(C)(C)OC(=O)N(CC1=CC=C(C=C1)OC)CC1=CN=C2N1C=C(C=C2)C2=CC=C(C(=C2OCCC=2C(=NN(C2C)C)C(=O)OCC)F)F ethyl 4-(2-(6-(3-(((tert-butoxycarbonyl)(4-methoxybenzyl)amino)methyl)imidazo[1,2-a]pyridin-6-yl)-2,3-difluorophenoxy)ethyl)-1,5-dimethyl-1H-pyrazole-3-carboxylate